3-((3-((7S,8S)-18-ethyl-2,5,8,12,17-pentamethyl-13-vinyl-7H,8H-porphyrin-7-yl)propyl)thio)-6-(hydroxymethyl)tetrahydro-2H-pyran-3,4,5-triol C(C)C1=C(C=2C=C3C(=C(C(=CC=4[C@H]([C@@H](C(=C(C5=CC(=C(N5)C=C1N2)C)C)N4)CCCSC4(COC(C(C4O)O)CO)O)C)N3)C)C=C)C